(3R)-8-(4-acryloylpiperazin-1-yl)-l-1-(5-chloro-2,4-difluorophenyl)-3-methoxy-10-(trifluoromethyl)-3,4-dihydro-2H,6H-[1,4]thiazepino[2,3,4-ij]quinazolin-6-one C(C=C)(=O)N1CCN(CC1)C1=NC(N2C3=C(C=C(C=C13)C(F)(F)F)S(C[C@@H](C2)OC)C2=C(C=C(C(=C2)Cl)F)F)=O